methyl-1-(3-fluoro-4-methylbenzyl)-5-methoxy-2-oxo-2,3-dihydro-1H-benzo[b]azepine-4-carbaldehyde CC1C(=C(C2=C(N(C1=O)CC1=CC(=C(C=C1)C)F)C=CC=C2)OC)C=O